(1R,2R)-2-(3,4-dimethoxyphenethyloxy)cyclohexylpyrrole-3-ol hydrochloride Cl.COC=1C=C(CCO[C@H]2[C@H](CCCC2)C=2NC=CC2O)C=CC1OC